2-[2,6-dichloro-3-(difluoromethoxy)phenyl]ethanone ClC1=C(C(=CC=C1OC(F)F)Cl)CC=O